FC1=CC(=C(OC2=C(SC(=C2)CC(C)(C)O)N2C(=CC3=C2C(N(C=C3)C)=O)C(=O)N3CCCC3)C(=C1)C)C (3-(4-fluoro-2,6-dimethylphenoxy)-5-(2-hydroxy-2-methylpropyl)thiophen-2-yl)-6-methyl-2-(pyrrolidine-1-carbonyl)-1,6-dihydro-7h-pyrrolo[2,3-c]pyridin-7-one